CNC1=CC=C2C(=NC(=NC2=C1)N1CCN(CC1)C)N1C[C@@H](CC1)NC(OC(C)(C)C)=O (R)-tert-butyl (1-(7-(methylamino)-2-(4-methylpiperazin-1-yl)quinazolin-4-yl)pyrrolidin-3-yl)carbamate